3-(2-(2-(methoxymethyl)-7-methylquinoxalin-5-yl)thiazol-5-yl)phenol COCC1=NC2=CC(=CC(=C2N=C1)C=1SC(=CN1)C=1C=C(C=CC1)O)C